C(C)O[Si](OCC)(OCC)CCCN(C([O-])=O)[C@@]1(C(CCCC1)C(C)C)C (S)-N-triethoxysilylpropyl-O-menthylcarbamate